C(C(C)C(=O)O)(=O)O.N[C@@H](CCC(=O)N[C@@H](CC1=CC=CC=C1)C(=O)O)C(=O)O gamma-glutamylphenylalanine isosuccinate